(R)-3-fluoro-tetrahydropyrrole F[C@H]1CNCC1